BrC=1C(=NN(C1C(=O)N[C@@H](CC(C)C)C(=O)N[C@@H](C[C@H]1C(NCC1)=O)C#N)CC)C N2-[(4-bromo-1-ethyl-3-methyl-1H-pyrazol-5-yl)carbonyl]-N-{(1S)-1-cyano-2-[(3S)-2-oxopyrrolidin-3-yl]ethyl}-L-leucinamide